C1=CC=CC=2C3=CC=CC=C3C(C12)N([C@H](C(=O)O)CC1=C(C=CC=C1)OC)C(=O)OC (2S)-2-(9H-fluoren-9-yl-methoxycarbonyl-amino)-3-(2-methoxyphenyl)propanoic acid